(S)-N,N-dimethyl-4-(2-(2-methylazetidin-1-yl)-6,7-dihydro-5H-cyclopenta[d]pyrimidin-4-yl)benzamide CN(C(C1=CC=C(C=C1)C=1C2=C(N=C(N1)N1[C@H](CC1)C)CCC2)=O)C